4-((7-methoxyquinolin-4-yl)oxy)-N'-(2-phenoxyethyl)benzenesulfonimidamide COC1=CC=C2C(=CC=NC2=C1)OC1=CC=C(C=C1)S(=O)(N)=NCCOC1=CC=CC=C1